p-nitrophenyl-serine [N+](=O)([O-])C1=CC=C(C=C1)N[C@@H](CO)C(=O)O